3-fluoro-1,1'-biphenyl-4,4'-diyl dimethacrylate C(C(=C)C)(=O)OC1=C(C=C(C=C1)C1=CC=C(C=C1)OC(C(=C)C)=O)F